ClC1=C(C=CC(=C1C=1C=C2C=NC(=NC2=CC1)NC1CS(CC1)(=O)=O)Cl)C1=C(C(=NC=C1)OC)S(=O)(=O)N (2,4-dichloro-3-(2-((1,1-dioxidotetrahydrothiophen-3-yl)amino)quinazolin-6-yl)phenyl)-2-methoxypyridine-3-sulfonamide